N1CC(C1)NC1=NC(=CC=C1)C=1C=NC2=CC=C(C=C2C1)C=1N=CNC1C1=NC(=CC=C1)C N-(azetidin-3-yl)-6-[6-[5-(6-methyl-2-pyridyl)-1H-imidazol-4-yl]-3-quinolyl]pyridin-2-amine